ClC1=NC=CC=2C1=NN(C2)C(C)C 7-chloro-2-isopropyl-pyrazolo[3,4-C]pyridine